[Ir].[Pt].[Cu] copper-platinum-iridium